CC(CC(CO)CCC)CC 4-methyl-2-propylhexanol